4,4'-dimethyl-2,2'-bipyridin-d8 CC1(C(C(N(C(C1([2H])[2H])[2H])[2H])(C1=NC=CC(=C1)C)[2H])([2H])[2H])[2H]